2-amino-N-(5-fluorothiazol-2-yl)benzamide methyl-(1R,2S,5S)-3-[(2S)-2-amino-3-methyl-butanoyl]-6,6-dimethyl-3-azabicyclo[3.1.0]hexane-2-carboxylate COC(=O)[C@@H]1[C@H]2C([C@H]2CN1C([C@H](C(C)C)N)=O)(C)C.NC1=C(C(=O)NC=2SC(=CN2)F)C=CC=C1